(E)-ethyl 3-(3-(4-((1H-indazol-5-yl)amino)quinazolin-2-yl)phenyl)acrylate N1N=CC2=CC(=CC=C12)NC1=NC(=NC2=CC=CC=C12)C=1C=C(C=CC1)/C=C/C(=O)OCC